C(C1=CC=CC=C1)C1(CC(=NO1)CNC(=O)C1=NC2=CC=CC=C2N=C1)C(=O)OC methyl 5-benzyl-3-((quinoxaline-2-carboxamido)methyl)-4,5-dihydroisoxazole-5-carboxylate